FC(S(=O)(=O)OC1=C(C(N(C2=CC=CC=C12)C)=O)C#N)(F)F 3-cyano-1-methyl-2-oxo-1,2-dihydroquinolin-4-yl trifluoromethanesulfonate